BrC1=CC(=C(C(=C1)C)CN1CC(C1)(O)C)C 1-[(4-bromo-2,6-dimethyl-phenyl)methyl]-3-methyl-azetidin-3-ol